{methyl[(prop-2-en-1-yloxy)carbonyl]amino}pentanoic acid CN(C(=O)OCC=C)C(C(=O)O)CCC